7-ethyl-5-(3-iso-propyl-2-oxoimidazolidin-1-yl)pyrazolo[1,5-a]pyrimidine-3-carboxylic acid sodium salt [Na+].C(C)C1=CC(=NC=2N1N=CC2C(=O)[O-])N2C(N(CC2)C(C)C)=O